triisooctyl trimellitate triisobutyl-trimellitate C(C(C)C)C=1C(=C(C(=C(C1C(=O)O)C(=O)O)CC(C)C)C(=O)O)CC(C)C.C(C=1C(C(=O)OCCCCCC(C)C)=CC(C(=O)OCCCCCC(C)C)=CC1)(=O)OCCCCCC(C)C